CN1C(=NC=C1)C(C)(C=1N(C=CN1)C)N1C=CC2=C(C=C(C=C12)C1=CN(C2=C(N=CC=C21)O)C)NS(=O)(=O)CC N-(1-(1,1-bis(1-methyl-1H-imidazol-2-yl)ethyl)-6-(7-hydroxy-1-methyl-1H-pyrrolo[2,3-c]pyridin-3-yl)-1H-indol-4-yl)ethanesulfonamide